(1s,2R,3R,5R)-3-(((3-(phenethylamino)propyl)amino)methyl)-5-(5-(4-phenoxythiazol-2-yl)-7H-pyrrolo[2,3-d]pyrimidin-7-yl)cyclopentane-1,2-diol C(CC1=CC=CC=C1)NCCCNC[C@@H]1[C@H]([C@H]([C@@H](C1)N1C=C(C2=C1N=CN=C2)C=2SC=C(N2)OC2=CC=CC=C2)O)O